C1C(CC12OCCO2)CO 5,8-dioxaspiro[3.4]oct-2-ylmethanol